2-(di-tert-butylphosphino)-3-methoxy-6-methyl-2',4',6'-triisopropyl-1,1'-biphenyl C(C)(C)(C)P(C1=C(C(=CC=C1OC)C)C1=C(C=C(C=C1C(C)C)C(C)C)C(C)C)C(C)(C)C